7-benzyl 5-(tert-butyl) (R or S)-2-(2-acetoxy-4-cyclopropylphenyl)-3,4,5a,6,8,9-hexahydro-2H-1,2,5,7-tetraazabenzo[cd]azulene-5,7-dicarboxylate C(C)(=O)OC1=C(C=CC(=C1)C1CC1)N1N=C2CCN(C[C@H]3C2=C1CCN3C(=O)OC(C)(C)C)C(=O)OCC3=CC=CC=C3 |o1:20|